2-naphthyl (3-chloropropyl) sulfide ClCCCSC1=CC2=CC=CC=C2C=C1